ClC=1C(=NC(=NC1)NC1=C(C=C(C=C1)C1CCN(CC1)C1CCN(CC1)CCO)OC)NC1=C(C=CC=C1)NS(=O)(=O)C N-(2-((5-chloro-2-((4-(1'-(2-hydroxyethyl)[1,4'-bipiperidin]-4-yl)-2-methoxyphenyl)amino)pyrimidin-4-yl)amino)phenyl)methanesulfonamide